C(C)(=O)N1[C@H]([C@H](CCC1)NS(=O)(=O)C)CO[C@@H]1CC[C@@H](CC1)C(C)(C)F N-(cis-1-acetyl-2-(((cis-4-(2-fluoropropan-2-yl)cyclohexyl)oxy)methyl)piperidin-3-yl)methanesulfonamide